3-(4-(2-(2-(6-(3-((R)-1-aminoethyl)phenoxy)hexyloxy)ethoxy)ethylamino)-1-oxoisoindolin-2-yl)piperidine-2,6-dione hydrochloride Cl.N[C@H](C)C=1C=C(OCCCCCCOCCOCCNC2=C3CN(C(C3=CC=C2)=O)C2C(NC(CC2)=O)=O)C=CC1